methyl leucinate N[C@@H](CC(C)C)C(=O)OC